1-(2-(1-methylpiperidin-4-yl)-1H-indol-4-yl)dihydropyrimidine-2,4(1H,3H)-dione CN1CCC(CC1)C=1NC2=CC=CC(=C2C1)N1C(NC(CC1)=O)=O